CC(CCC)NS(=O)=O.[Na] sodium N-(penta-2-yl)sulphonamide